O=C1NC(CCC1N1C(C2=CC=CC(=C2C1=O)N1CC(C1)=O)=O)=O 2-(2,6-dioxopiperidin-3-yl)-4-(3-oxoazetidin-1-yl)isoindoline-1,3-dione